FC(C1=NN2C(N=C(NC2=O)SC)=C1C1=CC(=C(C(=C1)F)F)F)F 7-(difluoromethyl)-2-(methylsulfanyl)-8-(3,4,5-trifluorophenyl)-3H-pyrazolo[1,5-a][1,3,5]triazin-4-one